C[C@]12O[C@]3(O[C@](O[C@@](P1C1=CC=CC=C1)(C3)C)(C2)C)C (1S,3R,5R,7S)-1,3,5,7-tetramethyl-8-phenyl-2,4,6-trioxa-8-phospha-adamantane